2-(1-methyl-1H-pyrazolo[4,3-c]pyridin-4-yl)propan-2-amine CN1N=CC=2C(=NC=CC21)C(C)(C)N